5-(quinoline-2-yl)oxazole N1=C(C=CC2=CC=CC=C12)C1=CN=CO1